ClC1=CC=2N(C=C1NC1=NC=C3N(C(N(C3=N1)C1(CCOCC1)C#N)=O)C)N=CN2 4-(2-((7-Chloro-[1,2,4]triazolo[1,5-a]pyridin-6-yl)amino)-7-methyl-8-oxo-7,8-Dihydro-9H-purin-9-yl)tetrahydro-2H-pyran-4-carbonitrile